tert-butyl (3R)-3-[[2-[1-(2-amino-2-oxo-ethyl)pyrazol-4-yl]thieno[3,2-c]pyridin-4-yl]-[2-fluoro-4-(1-methyltriazol-4-yl)benzoyl]amino]-piperidine-1-carboxylate NC(CN1N=CC(=C1)C1=CC=2C(=NC=CC2S1)N([C@H]1CN(CCC1)C(=O)OC(C)(C)C)C(C1=C(C=C(C=C1)C=1N=NN(C1)C)F)=O)=O